CC1C(NC2=CC=C(C=C12)C1=C2CN(C(C2=CC=C1)=O)CC(C#N)=C)=O 2-{[4-(3-methyl-2-oxo-2,3-dihydro-1H-indol-5-yl)-1-oxo-2,3-dihydro-1H-isoindol-2-yl]methyl}prop-2-enenitrile